C(#N)[C@@H](C[C@@H]1C(NCCC1)=O)NC(=O)[C@H]1N([C@@H]2CC([C@H]1CC2)(F)F)C([C@@H](CC2CC2)NC=2C=NN(C2)C)=O (1S,3S,4S)-N-((R)-1-cyano-2-((R)-2-oxopiperidin-3-yl)ethyl)-2-((R)-3-cyclopropyl-2-((1-methyl-1H-pyrazol-4-yl)amino)propanoyl)-5,5-difluoro-2-azabicyclo[2.2.2]octane-3-carboxamide